[Cl-].[Cl-].ClC=1C=C(C=CC1)C(=[Zr+2](C1=C(C(=CC=2C3=CC(=C(C=C3CC12)C(C)(C)C)C(C)(C)C)C(C)(C)C)C(C)(C)C)C1C=CC=C1)C1=CC(=CC=C1)Cl di-(m-chlorophenyl)methylene(cyclopentadienyl)(2,3,6,7-tetra-tert-butylfluorenyl)zirconium dichloride